5-bromo-2-(3-fluorophenyl)-1-methyl-1H-benzo[d]imidazole BrC1=CC2=C(N(C(=N2)C2=CC(=CC=C2)F)C)C=C1